ClC=1N=CC(=NC1)N1CCC(CC1)CCCOC1=CC(=C(C(=C1)F)C=1OC(=NN1)C)F 2-(4-(3-(1-(5-chloropyrazin-2-yl)piperidin-4-yl)propoxy)-2,6-difluorophenyl)-5-methyl-1,3,4-oxadiazole